C(CCC)N1N=C(C(=C1CC(C)C)O)C(C)(C)C Butyl-5-isobutyl-3-tert-butyl-4-hydroxy-pyrazol